2-({4-[2-(4-chloro-2-fluorophenyl)-2-methyl-1,3-benzodioxol-4-yl]piperidin-1-yl}methyl)-1-[(1-methyl-1H-1,2,4-triazol-5-yl)methyl]-1H-benzimidazole-6-carboxylic acid ClC1=CC(=C(C=C1)C1(OC2=C(O1)C=CC=C2C2CCN(CC2)CC2=NC1=C(N2CC2=NC=NN2C)C=C(C=C1)C(=O)O)C)F